ClC=1N(N=C2C1C=NC=C2)CC2=CC=C(C=C2)OC chloro-2-(4-methoxybenzyl)-2H-pyrazolo[4,3-c]pyridine